4-methoxy-N-(prop-2-yne-1-yl)aniline COC1=CC=C(NCC#C)C=C1